8-bromo-2-chloro-6-methyl-3-(2,2,2-trifluoroethyl)quinazolin-4(3H)-one BrC=1C=C(C=C2C(N(C(=NC12)Cl)CC(F)(F)F)=O)C